2-((2S)-4-(6-(1,2-dihydroacenaphthylen-1-yl)-2-((1-(tetrahydro-2H-pyran-4-yl)piperidin-4-yl)oxy)-6,7-dihydro-5H-pyrrolo[3,4-d]pyrimidin-4-yl)piperazin-2-yl)acetonitrile C1(CC2=CC=CC3=CC=CC1=C23)N2CC=3N=C(N=C(C3C2)N2C[C@@H](NCC2)CC#N)OC2CCN(CC2)C2CCOCC2